N=1C=C(N2C1C=NC=C2)C#CC=2C=C(C(=O)NC1=CC(=C(C=C1)CN1CCN(CC1)C)C(F)(F)F)C=CC2C 3-(imidazo[1,2-a]pyrazin-3-ylethynyl)-4-methyl-N-(4-((4-methylpiperazin-1-yl)methyl)-3-(trifluoromethyl)phenyl)benzamide